N-(7-{6-[1-hydroxybutyl]-4-methylpyridin-3-yl}-2,6-naphthyridin-3-yl)acetamide OC(CCC)C1=CC(=C(C=N1)C1=NC=C2C=C(N=CC2=C1)NC(C)=O)C